(S)-2-(((S)-2,2-difluoro-1-(3-methoxyphenyl)ethyl)amino)-5,5-dimethylhexanoic acid FC([C@H](C1=CC(=CC=C1)OC)N[C@H](C(=O)O)CCC(C)(C)C)F